N1(N=NC=C1)CC1=C(C(=O)O)C=CC=C1 2-(triazol-1-ylmethyl)benzoic acid